di(cyclopentadienyl)-bis[2,3,5,6-tetrafluoro-4-(3-(1H-pyrrol-1-yl)propyl)phenyl]titanium C1(C=CC=C1)[Ti](C1=C(C(=C(C(=C1F)F)CCCN1C=CC=C1)F)F)(C1=C(C(=C(C(=C1F)F)CCCN1C=CC=C1)F)F)C1C=CC=C1